[Si](C)(C)(C(C)(C)C)OC1CCN(CC1)C1=C(N[C@H](C)C=2C=C(C=C3C(N(C(=NC23)C2CCOCC2)C)=O)C)C=CC=C1F 8-[(1R)-1-[2-[4-[tert-butyl(dimethyl)silyl]oxy-1-piperidyl]-3-fluoro-anilino]ethyl]-3,6-dimethyl-2-tetrahydropyran-4-yl-quinazolin-4-one